N-(3-(3,4-dihydroisoquinolin-2(1H)-yl)-2-hydroxypropyl)-7-propyl-5,6,7,8-tetrahydroimidazo[1,2-a]pyridine-2-carboxamide C1N(CCC2=CC=CC=C12)CC(CNC(=O)C=1N=C2N(CCC(C2)CCC)C1)O